3-methacryloyloxypropyl-methyl-tetrasilazane C(C(=C)C)(=O)OCCC[SiH](N[SiH2]N[SiH2]N[SiH3])C